C1[OH+]CCC2=CC=CC=C12 isochromanium